1-(4-bromophenyl)-3-[3-cyclopropyl-5-(2-methylpropylsulfamoyl)-8,9-dihydro-7H-cyclopenta[h]isoquinolin-9-yl]urea BrC1=CC=C(C=C1)NC(=O)NC1CCC2=CC(=C3C=C(N=CC3=C21)C2CC2)S(NCC(C)C)(=O)=O